(S)-N-hydroxy-3-methyl-4-(2,2,2-trifluoroethyl)-2,3,4,5-tetrahydrobenzo[f][1,4]oxazepine-8-carboximidamide ONC(=N)C1=CC2=C(CN([C@H](CO2)C)CC(F)(F)F)C=C1